N[C@H](CCC)C(=O)N D-norvalinamide